thiolysine N[C@@H](CCCCN)C(=S)O